1-{3-[(1R)-1-aminoethyl]-2-fluorophenyl}-1,1-difluoro-3,3-dimethylbutan-2-ol N[C@H](C)C=1C(=C(C=CC1)C(C(C(C)(C)C)O)(F)F)F